tert-butyl ((3'-chloro-6-methoxy-2'-(2-methyl-3-(5-(((oxetan-2-ylmethyl)amino)methyl)picolinamido)phenyl)-[2,4'-bipyridin]-5-yl)methyl)(((S)-5-oxopyrrolidin-2-yl)methyl)carbamate ClC=1C(=NC=CC1C1=NC(=C(C=C1)CN(C(OC(C)(C)C)=O)C[C@H]1NC(CC1)=O)OC)C1=C(C(=CC=C1)NC(C1=NC=C(C=C1)CNCC1OCC1)=O)C